CN(C(O)=O)[C@H](C(=O)NC=1C(N(C=CC1)CC=1NC2=C(C=C(C=C2C1)F)OCC(F)F)=O)CC\C=C\C(=O)N.[13C]([13CH2]CC(=O)O)(=O)O succinic acid-13C2 Methyl-(S,E)-(7-amino-1-((1-((7-(2,2-difluoroethoxy)-5-fluoro-1H-indol-2-yl)methyl)-2-oxo-1,2-dihydropyridin-3-yl)amino)-1,7-dioxohept-5-en-2-yl)carbamat